C(C)(C)(C)N(C(O)=O)[C@H](C(=O)C=1SC2=C(N1)C=CC=C2)CC2=CC=C(C=C2)F.ONC(C2=CC=C(C=C2)CN2CCC(CC2)C2=NC=CC=C2)=O N-hydroxy-4-((4-(pyridin-2-yl)piperidin-1-yl)methyl)benzamide tert-butyl-(S)-(1-(benzo[d]thiazol-2-yl)-3-(4-fluorophenyl)-1-oxopropan-2-yl)carbamate